C1(=CC(=CC2=CC(=CC=C12)S(=O)(=O)[O-])S(=O)(=O)[O-])S(=O)(=O)[O-].[Na+].[Na+].[Na+].C(#N)/C(/C(=O)N[C@H]1C(O[C@@H]([C@H]([C@@H]1O)O)CO)O)=C/C1=CC2=CC=C(C=C2C=C1)N1CCCCC1 (Z)-2-cyano-3-(6-(piperidin-1-yl)naphthalen-2-yl)-N-((3R,4R,5S,6R)-2,4,5-trihydroxy-6-(hydroxymethyl)tetrahydro-2H-pyran-3-yl)acrylamide trisodium naphthalene-1,3,6-trisulfonate